7-bromo-1,5-dimethyl-1,5-dihydro-4H-pyrazolo[4,3-c]pyridin-4-one BrC=1C2=C(C(N(C1)C)=O)C=NN2C